BrC1=C(C(=CC2=C(N(N=C12)C)C#CCO)[N+](=O)[O-])C(=O)C1=C(C=CC(=C1)F)Cl (7-bromo-3-(3-hydroxyprop-1-yn-1-yl)-2-methyl-5-nitro-2H-indazol-6-yl)(2-chloro-5-fluorophenyl)methanone